6,7-dihydro-5H-pyrrolo[2,3-d]pyrimidine N1=CN=CC2=C1NCC2